(rac)-2-[1-(3-bromopyrazin-2-yl)ethyl]-1H-isoindole BrC=1C(=NC=CN1)[C@@H](C)N1CC2=CC=CC=C2C1 |r|